(2S,5R,6S)-5,6-bis(4-chlorophenyl)-2-(4-fluorobenzyl)-4-(pyridin-4-yl)morpholin-3-one ClC1=CC=C(C=C1)[C@@H]1[C@@H](O[C@H](C(N1C1=CC=NC=C1)=O)CC1=CC=C(C=C1)F)C1=CC=C(C=C1)Cl